ClC=1C=CC(=C(C1)C1=CC(=C(N=N1)C)NC1=CC(=NC=C1)NC(CN1CCOCC1)=O)F N-(4-{[6-(5-chloro-2-fluorophenyl)-3-methylpyridazin-4-yl]amino}pyridin-2-yl)-2-(morpholin-4-yl)acetamide